C(CCCCCCCCC)OCOCC/C=C/CC[Li] (3E)-6-(decyloxymethoxy)-3-hexenyl-lithium